BrCC1=NC=C(C=N1)C1=CC=CC=C1 2-(bromomethyl)-5-phenylpyrimidine